C1=C(C=CC2=CC=CC=C12)C(=O)C1=C(C2=C(S1)C=C(C=C2)F)OC2=CC=C(C=C2)/C=C/C(=O)O (E)-3-(4-((2-(2-naphthoyl)-6-fluorobenzo[b]thiophen-3-yl)oxy)phenyl)acrylic acid